N[C@@H]1CN(CC1)C(=O)C=1SC(=CC1C)C1=CC=C2CCNCC2=C1 (S)-(3-aminopyrrolidin-1-yl)(3-methyl-5-(1,2,3,4-tetrahydroisoquinolin-7-yl)thiophen-2-yl)methanone